1,10-Dibromodecan BrCCCCCCCCCCBr